[1,3]dioxane O1COCCC1